C(C=C)(=O)NCC=1C(=CC(=NC1)C1=CC=C(C=C1)F)C1=NN(C=C1)CC1=CC=CC(=N1)C(=O)N 6-((3-(5-(acrylamidomethyl)-2-(4-fluorophenyl)pyridin-4-yl)-1H-pyrazol-1-yl)methyl)picolinamide